COCCS(=O)(=O)C1=CC=C(C=C1)C1=NNC2=NC=C(C=C21)C=2C=CC1=C(CCC(CC1)(C)N1[C@@H](CCC1)C)C2 (2R)-1-(2-{3-[4-(2-Methoxyethanesulfonyl)phenyl]-1H-pyrazolo[3,4-b]pyridin-5-yl}-7-methyl-6,7,8,9-tetrahydro-5H-benzo[7]annulen-7-yl)-2-methylpyrrolidine